ClC1=NC=CC(=C1)C(C)=O 1-(2-Chloropyridin-4-yl)ethan-1-one